3-(5-((2-(isopropylamino)cyclohexyl)oxy)-1-oxoisoindolin-2-yl)piperidine-2,6-dione C(C)(C)NC1C(CCCC1)OC=1C=C2CN(C(C2=CC1)=O)C1C(NC(CC1)=O)=O